O1CC(C1)C=1C=C(C=CC1)B(O)O 3-(OXETAN-3-YL)PHENYLBORONIC ACID